2-Chloro-5-[4-[(4-methylpiperazin-1-yl)methyl]phenyl]-N-[(1R)-1-(1-naphthyl)ethyl]benzamide ClC1=C(C(=O)N[C@H](C)C2=CC=CC3=CC=CC=C23)C=C(C=C1)C1=CC=C(C=C1)CN1CCN(CC1)C